tri(2-bromophenyl) phosphate P(=O)(OC1=C(C=CC=C1)Br)(OC1=C(C=CC=C1)Br)OC1=C(C=CC=C1)Br